5-((3-(4-fluorophenyl)propyl)(methyl)amino)-2-(N-methyl-2,2-diphenylacetamido)benzoic acid methyl ester COC(C1=C(C=CC(=C1)N(C)CCCC1=CC=C(C=C1)F)N(C(C(C1=CC=CC=C1)C1=CC=CC=C1)=O)C)=O